7-(1-(2-fluoro-6-methylphenyl)piperidin-4-yl)-3-methyl-5-((3-((tetrahydro-2H-pyran-2-yl)oxy)pyrazin-2-yl)methyl)pyrido[2,3-b]pyrazin-6(5H)-one FC1=C(C(=CC=C1)C)N1CCC(CC1)C1=CC=2C(=NC(=CN2)C)N(C1=O)CC1=NC=CN=C1OC1OCCCC1